N-(4-(5-chloro-2-fluorophenyl)-2-(4,4-difluorocyclohexyl)pyridin-3-yl)-2-isopropylpyrimidine-5-carboxamide ClC=1C=CC(=C(C1)C1=C(C(=NC=C1)C1CCC(CC1)(F)F)NC(=O)C=1C=NC(=NC1)C(C)C)F